Ethyl 6-[3-(3-methoxyazetidin-1-yl)-3-methylbut-1-yn-1-yl]pyridine-2-carboxylate COC1CN(C1)C(C#CC1=CC=CC(=N1)C(=O)OCC)(C)C